2,5-diethyl-adipic acid C(C)C(C(=O)O)CCC(C(=O)O)CC